FC1=CC=C(OCCCC(=O)N)C=C1 4-(4-fluorophenoxy)butanamide